[2,4-bis(trifluoromethyl)phenyl]-N-(4-fluorophenyl)-N-({5-[6-(tetrahydro-1H-pyrrol-3-yl)-1,2-diazin-3-yl]-1,3,4-oxadiazol-2-yl}methyl)acetamide FC(C1=C(C=CC(=C1)C(F)(F)F)CC(=O)N(CC=1OC(=NN1)C=1N=NC(=CC1)C1CNCC1)C1=CC=C(C=C1)F)(F)F